N-hydroxyl-1-((4'-((4-(2-methoxyethyl)-1-piperazinyl)methyl)-[1,1'-biphenyl]-4-yl)sulfonyl)-1,2,3,6-tetrahydropyridine-4-formamide ONC(=O)C=1CCN(CC1)S(=O)(=O)C1=CC=C(C=C1)C1=CC=C(C=C1)CN1CCN(CC1)CCOC